COC1=NC2=CC=CC=C2C=C1C1=CN=C(N1)[C@H](CCCCCC(CC)=O)NC(=O)[C@H]1C[C@@]12CN(CC2)C (1S,3S)-N-((S)-1-(5-(2-Methoxychinolin-3-yl)-1H-imidazol-2-yl)-7-oxononyl)-5-methyl-5-azaspiro[2.4]heptan-1-carboxamid